Di-tert-butyl (((S)-1-(tert-butoxy)-1,5-dioxo-5-((4-(tributylstannyl) phenethyl)amino)pentan-2-yl)carbamoyl)-L-glutamate C(C)(C)(C)OC([C@H](CCC(NCCC1=CC=C(C=C1)[Sn](CCCC)(CCCC)CCCC)=O)NC(=O)N[C@@H](CCC(=O)OC(C)(C)C)C(=O)OC(C)(C)C)=O